ClC1=C(C2=C(NC(O[C@@]23CN(CCC3)C(=O)C3=CN=C(N3)\C(=C\C)\C3=CC=C(C=C3)F)=O)C=C1)F (R,E)-6-Chloro-5-fluoro-1'-(2-(1-(4-fluorophenyl)prop-1-en-1-yl)-1H-imidazole-5-carbonyl)spiro[benzo[d][1,3]oxazine-4,3'-piperidin]-2(1H)-one